Normal octyl mercaptan C(CCCCCCC)S